NC1=CC(=C(OC2=CC=C(C=C2)OC2=C(C=C(C=C2)N)C(F)(F)F)C=C1)C(F)(F)F p-bis(4-amino-2-trifluoromethylphenoxy)benzene